N-(cyanomethyl)-6-((2-(1-(cyclopropanecarbonyl)-1H-pyrazol-4-yl)pyrimidin-4-yl)amino)-4-(isopropylamino)nicotinamide C(#N)CNC(C1=CN=C(C=C1NC(C)C)NC1=NC(=NC=C1)C=1C=NN(C1)C(=O)C1CC1)=O